5-(4,6-dicyclopropyl-6-methyl-8,9-dihydro-6H-[1,4]oxazino[4,3-e]purin-2-yl)pyrimidin-2-amine C1(CC1)C=1C=2N=C3N(C2N=C(N1)C=1C=NC(=NC1)N)CCOC3(C)C3CC3